(2R)-4-tert-butoxycarbonylpiperazine-2-carboxylic acid C(C)(C)(C)OC(=O)N1C[C@@H](NCC1)C(=O)O